4,7-bis(thien-2-yl)benzo-2,1,3-thiadiazole S1C(=CC=C1)C1=CC=C(C2=NSN=C21)C=2SC=CC2